ClC=1C=C(COC(=O)N[C@H](C(=O)N[C@H](C(=O)OC)CCC(=O)N2CCOC3=C(C2)C=CC=C3)CC3CCCCC3)C=CC1 methyl (S)-2-((S)-2-((((3-chlorobenzyl)oxy)carbonyl)amino)-3-cyclohexylpropanamido)-5-(2,3-dihydrobenzo[f][1,4]oxazepin-4(5H)-yl)-5-oxopentanoate